COCN1C=2C(=NC(=NC2N(C(C1=O)C)C)NC1CN(C1)C(C1=CC(=C(C(=C1)F)F)F)=O)C (methoxymethyl)-4,7,8-trimethyl-2-((1-(3,4,5-trifluorobenzoyl)azetidin-3-yl)amino)-7,8-dihydropteridin-6(5H)-one